C(C)(C)(C)OC(=O)N([C@H]1CN(CC1)C1=NC(=NC2=C1OC[C@H](N2C(=O)OC(C)(C)C)CC)NC(=O)OC(C)(C)C)C tert-butyl (R)-4-((R)-3-((tert-butoxycarbonyl)(methyl)amino)pyrrolidin-1-yl)-2-((tert-butoxycarbonyl)amino)-7-ethyl-6,7-dihydro-8H-pyrimido[5,4-b][1,4]oxazine-8-carboxylate